1,1'-(3,3'-diethyl[1,1'-biphenyl]-4,4'-diyl)bis{2-amino-3-[(E)-diazenyl]naphthalene-1-sulfonic acid} C(C)C=1C=C(C=CC1C1(C(C(=CC2=CC=CC=C12)\N=N\[H])N)S(=O)(=O)O)C1=CC(=C(C=C1)C1(C(C(=CC2=CC=CC=C12)\N=N\[H])N)S(=O)(=O)O)CC